3-methylhippuric acid-d7 CC1=C(C(C(N(C(C(=O)O)([2H])[2H])[2H])=O)=C(C(=C1[2H])[2H])[2H])[2H]